2-(3-(dimethylcarbamoyl)-5'-fluoro-2'-(1-hydroxyallyl)-[1,1'-biphenyl]-4-yl)acetic acid CN(C(=O)C=1C=C(C=CC1CC(=O)O)C1=C(C=CC(=C1)F)C(C=C)O)C